benzyl-N-Cbz-serine C(C1=CC=CC=C1)N([C@@H](CO)C(=O)O)C(=O)OCC1=CC=CC=C1